[2H]C1(C(C12CC(C2)=O)([2H])[2H])[2H] 1,1,2,2-tetradeuteriospiro[2.3]hexan-5-one